C1(CC1)N1C(C=C(C=C1)C1CNCC1)=O 1-cyclopropyl-4-(pyrrolidin-3-yl)pyridin-2(1H)-one